C(CCC)OOC=1C(=C(C=CC1)C(C)C)OOCCCC bis-butylperoxyisopropyl-benzene